2-chloro-4-((4-(trifluoromethylthio)benzyl)oxy)aniline ClC1=C(N)C=CC(=C1)OCC1=CC=C(C=C1)SC(F)(F)F